C(C)(C)(C)[SiH](C)C tert-butyldimethylsilane